C(OCN1C([C@@H](CC1)C[C@@H](C(COCOC(=O)OC)=O)NC([C@@H](NC(=O)C=1NC2=CC=CC(=C2C1)OC)CC(C)C)=O)=O)(OC)=O {(3S)-3-[(2S)-4-{[(methoxycarbonyl)oxy]methoxy}-2-({N-[(4-methoxy-1H-indol-2-yl)carbonyl]-L-leucyl}amino)-3-oxobutyl]-2-oxopyrrolidin-1-yl}methyl methyl carbonate